N-{(2S)-2-amino-4-[{(1R)-1-[1-benzyl-4-(2,5-difluorophenyl)-1H-pyrrol-2-yl]-2,2-dimethylpropyl}(glycolyl)amino]butyryl}-beta-alanyl-D-glutamic acid N[C@H](C(=O)NCCC(=O)N[C@H](CCC(=O)O)C(=O)O)CCN(C(CO)=O)[C@H](C(C)(C)C)C=1N(C=C(C1)C1=C(C=CC(=C1)F)F)CC1=CC=CC=C1